rac-(4bR,5R,6R,7S,7aR)-7a-(4-bromophenyl)-5-cyano-4b-hydroxy-4-methoxy-7-phenyl-4b,6,7,7a-tetrahydro-5H-cyclopenta[4,5]furo[2,3-c]pyridine-6-carboxylic acid BrC1=CC=C(C=C1)[C@]12[C@](C3=C(C=NC=C3OC)O1)([C@H]([C@@H]([C@H]2C2=CC=CC=C2)C(=O)O)C#N)O |r|